[C@@H]12N(C[C@@H](NC1)C2)C=2C=CC=1N=CN=C(C1N2)NC2=C(C(=CC=C2)C(F)(F)F)F 6-[(1S,4S)-2,5-diazabicyclo[2.2.1]heptan-2-yl]-N-[2-fluoro-3-(trifluoromethyl)phenyl]pyrido[3,2-d]pyrimidin-4-amine